C[Si](CCOCN1N=NC2=C1C=C(C=C2)N2C(NC(CC2)=O)=O)(C)C 1-(1-((2-(Trimethylsilyl)ethoxy)methyl)-1H-benzo[d][1,2,3]triazol-6-yl)dihydropyrimidine-2,4(1H,3H)-dione